BrC1=CC=2C(N(C(C=3C2C=2C(C(N(C(C12)=O)CCCCCCCC)=O)=CC3Br)=O)CCCCCCCC)=O 4,9-dibromo-2,7-dioctylbenzo[lmn][3,8]phenanthroline-1,3,6,8(2H,7H)-tetraone